Cl.ClC=1C=CC(=NC1)C1=CC=C(N1C1=C(C=CC=C1)C(F)(F)F)C1=CC=C(C(=O)NCCCN(C)C)C=C1 4-[5-(5-chloro-2-pyridyl)-1-[2-(trifluoromethyl)phenyl]pyrrol-2-yl]-N-[3-(dimethylamino)propyl]-benzamide hydrochloride